ClC1=CC(=NC=2N1N=C(C2C(C)C)C)C=2C=NC=C(C2)F 7-chloro-5-(5-fluoro-3-pyridyl)-3-isopropyl-2-methyl-pyrazolo[1,5-a]pyrimidine